(E)-2-(1-phenylpropyl-1-d)quinoline C1(=CC=CC=C1)C(CC)([2H])C1=NC2=CC=CC=C2C=C1